2-(difluoromethoxy)-N1-(4-(3,3-dimethyl-2,3-dihydro-1H-pyrrolo[3,2-b]pyridin-1-yl)pyrimidin-2-yl)-N4-(2-(dimethylamino)ethyl)-N4-methyl-5-nitrobenzene-1,4-diamine FC(OC1=C(C=C(C(=C1)N(C)CCN(C)C)[N+](=O)[O-])NC1=NC=CC(=N1)N1CC(C2=NC=CC=C21)(C)C)F